(1S,7S,8S)-2-(7-bromo-6-chloro-8-fluoro-2-(((2R,7aS)-2-fluorotetrahydro-1H-pyrrolizin-7a(5H)-yl)methoxy-d2)quinazolin-4-yl)-8-fluoro-5-oxa-2-azabicyclo[5.1.0]octane BrC1=C(C=C2C(=NC(=NC2=C1F)OC([2H])([2H])[C@]12CCCN2C[C@@H](C1)F)N1[C@@H]2[C@H]([C@@H]2COCC1)F)Cl